6-chloro-3-methylpyridinenitrile ClC1=CC=C(C(=N1)C#N)C